ClC=1C(=C(C(=CC1N1C[C@@]2(C(CC2)C(C)(C)N(C)C)CC1)F)S(=O)(=O)NC1=NC(=CC=C1)F)F 3-chloro-4-[(4R)-3-[1-(dimethylamino)-1-methyl-ethyl]-6-azaspiro[3.4]octan-6-yl]-2,6-difluoro-N-(6-fluoro-2-pyridyl)benzenesulfonamide